N-(4-(4-amino-7-(2-hydroxyethyl)-7H-pyrrolo[2,3-d]pyrimidin-5-yl)-3-fluorophenyl)-2-oxo-1-phenyl-2,4,6,7-tetrahydro-1H-pyrazolo[5,1-c][1,4]oxazine-3-carboxamide NC=1C2=C(N=CN1)N(C=C2C2=C(C=C(C=C2)NC(=O)C=2C(N(N1C2COCC1)C1=CC=CC=C1)=O)F)CCO